OC1=CC=C(C(=O)O)C=C1.C(C)OC(=O)C1=CC=C(O)C=C1 ethylparaben (p-hydroxybenzoate)